2-(2'-cyclopropyl-[1,1-biphenyl]-2-yl)-7-azaspiro[3.5]nonane C1(CC1)C1=C(C=CC=C1)C1=C(C=CC=C1)C1CC2(C1)CCNCC2